FC=1C=C(C(=O)NC)C=C(C1)F 3,5-difluorobenzoylmethylamine